ethyleneglycol dioleate C(CCCCCCC\C=C/CCCCCCCC)(=O)OCCOC(CCCCCCC\C=C/CCCCCCCC)=O